F[C@H](CNC(=O)C=1C(=C2C(=NC1)SC(=N2)C2=CC=CC=C2)NC2CCOCC2)C(C)(C)O (R)-N-(2-fluoro-3-hydroxy-3-methylbutyl)-2-phenyl-7-((tetrahydro-2H-pyran-4-yl)amino)thiazolo[5,4-b]pyridine-6-carboxamide